5-methyl-2-((4-phenoxy-benzoyl)glycyl)-2-azabicyclo[3.1.0]Hexane-3-carboxamide CC12CC(N(C2C1)C(CNC(C1=CC=C(C=C1)OC1=CC=CC=C1)=O)=O)C(=O)N